[Tc].CC1CN(CCC1)NC(C=C)=O N-3-methylpiperidinyl-acrylamide TECHNETIUM